(1r,2r,3s,5s)-3-allyl-3-(((4-methoxybenzyl)oxy)methyl)-6-oxabicyclo[3.1.0]hexane-2-ol C(C=C)[C@@]1([C@H]([C@H]2O[C@H]2C1)O)COCC1=CC=C(C=C1)OC